2-(4-fluoro-2,6-dimethylbenzoyl)-3-(4-((1-(3-fluoropropyl)azetidin-3-ylidene)methyl)phenoxy)benzo[b]thiophene-6-carboxylic acid FC1=CC(=C(C(=O)C2=C(C3=C(S2)C=C(C=C3)C(=O)O)OC3=CC=C(C=C3)C=C3CN(C3)CCCF)C(=C1)C)C